undecoxyethyl acrylate dodecyloxyethyl-acrylate C(CCCCCCCCCCC)OCCOC(C=C)=O.C(C=C)(=O)OCCOCCCCCCCCCCC